magnesium-lithium-zinc [Zn].[Li].[Mg]